CN(C1=C2C=CNC(C2=CN=C1)=O)C 5-(dimethylamino)-2,7-naphthyridin-1-one